C(C)NS(=O)(=O)C1=C(C=CC(=C1)N1CCCCC1)C1=CN=C(S1)[C@@H]1CC[C@H](CC1)NC(OC(C)C)=O isopropyl trans-N-[4-[5-[2-(ethylsulfamoyl)-4-[piperidin-1-yl]phenyl]thiazol-2-yl]cyclohexyl]carbamate